ClC=1C=CC(=C(C1)C1=NOC(=N1)C1CC12CCN(CC2)S(=O)(=O)CCC2=CC=CC=C2)OC 1-[3-(5-chloro-2-methoxyphenyl)-1,2,4-oxadiazol-5-yl]-6-[(2-phenylethyl)sulfonyl]-6-azaspiro[2.5]octane